N-[(1R)-1-[3-(1,1-difluoro-2-hydroxyethyl)phenyl]ethyl]-6-oxo-pyridazine-3-carboxamide FC(CO)(F)C=1C=C(C=CC1)[C@@H](C)NC(=O)C1=NNC(C=C1)=O